(R)-1-(4-chloropyrimidin-2-yl)pyrrolidin-3-ol ClC1=NC(=NC=C1)N1C[C@@H](CC1)O